N1P=CC2=CC=CC=C12 phosphaindole